N-(3-(4,4,5,5-tetramethyl-1,3,2-dioxaborolan-2-yl)phenyl)benzofuran-2-carboxamide CC1(OB(OC1(C)C)C=1C=C(C=CC1)NC(=O)C=1OC2=C(C1)C=CC=C2)C